C(C)NC(C1=NC=C(C=C1)N1N=C2C(=C1)CN(C2)CC=2C=CC=1C3=C(C(NC1C2F)=O)OC=C3)=O N-ethyl-5-(5-((6-fluoro-4-oxo-4,5-dihydrofuro[2,3-c]quinolin-7-yl)methyl)-5,6-dihydropyrrolo[3,4-c]pyrazol-2(4H)-yl)picolinamide